ClC1=C(C=C(C=C1)N(C(=O)C1=CC=2N(C(=C1)C)N=CC2C=2C=CC(=NC2)NC(OC)=O)C)C methyl N-[5-[5-[(4-chloro-3-methyl-phenyl)-methyl-carbamoyl]-7-methyl-pyrazolo[1,5-a]pyridin-3-yl]-2-pyridyl]carbamate